(S)-N-methyl-3-(6-methyl-4-(trifluoromethyl)pyridin-2-yl)-2-oxo-N-(quinolin-7-yl)oxazolidine-4-carboxamide CN(C(=O)[C@H]1N(C(OC1)=O)C1=NC(=CC(=C1)C(F)(F)F)C)C1=CC=C2C=CC=NC2=C1